1-(2-Ethynylthiazol-4-yl)-3-(4-(1-methyl-3-oxo-2,3-dihydro-1H-indazol-4-yl)-benzyl)urea C(#C)C=1SC=C(N1)NC(=O)NCC1=CC=C(C=C1)C1=C2C(NN(C2=CC=C1)C)=O